S1C(=NC2=C1C=CC=C2)NC(=O)C=2C=CC=C1CCN(C(C21)C)C2=CC=C(C(=N2)C(=O)O)C=2C=NN(C2C)CC21CC3CC(CC(C2)C3)C1 6-[8-(1,3-benzothiazol-2-ylcarbamoyl)-1-methyl-3,4-dihydroisoquinolin-2(1H)-yl]-3-[5-methyl-1-(tricyclo[3.3.1.13,7]dec-1-ylmethyl)-1H-pyrazol-4-yl]pyridine-2-carboxylic acid